ethyl P-(4-(5-(chlorodifluoromethyl)-1,2,4-oxadiazol-3-yl)-2-fluorobenzyl)-N-(3,5-difluorophenyl)phosphonamidate ClC(C1=NC(=NO1)C1=CC(=C(CP(OCC)(=O)NC2=CC(=CC(=C2)F)F)C=C1)F)(F)F